1-bromo-3-(1-(4',5-dichloro-2-ethoxy-6-methyl-[1,1'-biphenyl]-3-yl)ethyl)imidazo[1,5-a]pyrazin-8-amine BrC=1N=C(N2C1C(=NC=C2)N)C(C)C=2C(=C(C(=C(C2)Cl)C)C2=CC=C(C=C2)Cl)OCC